C1(CC1)C1=CC=C2C=C(C(=C(C2=C1)F)N1CC(NS1(=O)=O)=O)O 5-(7-cyclopropyl-1-fluoro-3-hydroxynaphthalen-2-yl)-1λ6,2,5-thiadiazolidine-1,1,3-trione